(1S,5R)-3-[5-chloro-1-[1-[3-(methoxymethyl)-1-bicyclo[1.1.1]pentanyl]pyrazol-4-yl]indazol-6-yl]-6-methyl-3-azabicyclo[3.1.1]heptan-6-ol ClC=1C=C2C=NN(C2=CC1N1C[C@H]2C([C@@H](C1)C2)(O)C)C=2C=NN(C2)C21CC(C2)(C1)COC